ClC1=NC(=CC=C1C(=O)O)N1N=C(C=C1)OCCC1C2(C13CC3)CC2 2-Chloro-6-[3-(2-dispiro[2.0.2.1]heptan-7-ylethoxy)pyrazol-1-yl]pyridine-3-carboxylic acid